CC(C)(CC)C 2,2-Dimethylbutan